3-[(4,4-diethyl-2-imino-6-oxo-hexahydropyrimidin-1-yl)methyl]-N-(6-methylchroman-4-yl)benzamide C(C)C1(NC(N(C(C1)=O)CC=1C=C(C(=O)NC2CCOC3=CC=C(C=C23)C)C=CC1)=N)CC